3-((5-Bromo-3-chloro-2-hydroxyphenyl)sulfonamido)-5-(1-cyanocyclohexyl)-2-hydroxybenzoic acid BrC=1C=C(C(=C(C1)S(=O)(=O)NC=1C(=C(C(=O)O)C=C(C1)C1(CCCCC1)C#N)O)O)Cl